(S)-5-chloro-N-((2-oxo-3-(4-(2-oxo-2H-pyridine-1-yl)phenyl)-1,3-oxazolidine-5-yl)methyl)thiophene-2-carboxamide ClC1=CC=C(S1)C(=O)NC[C@H]1CN(C(O1)=O)C1=CC=C(C=C1)N1C(C=CC=C1)=O